FC=1C=C(C=CC1)C(\C=C\C1=CC=CC=C1)=O (E)-1-(3-fluorophenyl)-3-phenylprop-2-en-1-one